diethoxy cyano phosphate P(=O)(OOCC)(OOCC)OC#N